4-Aminotetrahydro-2H-thiopyran 1,1-dioxide NC1CCS(CC1)(=O)=O